COC(C1=CC(=C(C(=C1)C1=CC2=C(NC(=N2)C)C=C1)C(C)O)C#N)=O 3-cyano-4-(1-hydroxyethyl)-5-(2-methyl-1H-benzimidazol-5-yl)benzoic acid methyl ester